1,3-dimethyl-8-((2-morpholinoethyl)amino)-3,7-dihydro-1H-purine-2,6-dione CN1C(N(C=2N=C(NC2C1=O)NCCN1CCOCC1)C)=O